N[C@H]1C[C@@H](OC[C@@H]1OC1CC1)C(=O)N1[C@H](C2=CC=CC=C2CC1)C1=CC=C(C=C1)F ((2R,4S,5R)-4-amino-5-cyclopropoxytetrahydro-2H-pyran-2-yl)((S)-1-(4-fluorophenyl)-3,4-dihydroisoquinolin-2(1H)-yl)methanone